C(CCCCCCCC)N(CCCCCCCCC)CC(=O)OCCCCC 1-amyl N,N-dinonylaminoacetate